C(=C)P(OCCCC)([O-])=O n-butyl vinylphosphonate